phenyl-3-((1-phenylcyclopropyl)amino)pyrazin C1(=CC=CC=C1)C1=NC=CN=C1NC1(CC1)C1=CC=CC=C1